3-(5-(1-(2-hydroxyethyl)-4-(pyrrolidin-1-ylmethyl)-1H-pyrrolo[2,3-b]pyridin-6-yl)-1-oxo-isoindolin-2-yl)piperidine-2,6-dione formate C(=O)O.OCCN1C=CC=2C1=NC(=CC2CN2CCCC2)C=2C=C1CN(C(C1=CC2)=O)C2C(NC(CC2)=O)=O